FC=1C(=CC2=C(C(NC=3CNC[C@H](C23)N(C(=O)C=2NC3=CC=C(C=C3C2)S(=O)(=O)C)C)=O)C1)F (S)-N-(8,9-difluoro-6-oxo-1,2,3,4,5,6-hexahydrobenzo[c][1,7]naphthyridin-1-yl)-N-methyl-5-(methylsulfonyl)-1H-indole-2-carboxamide